5-dibenzofuran-2-yl-pyrido[3,4-b]pyrazine C1=C(C=CC=2OC3=C(C21)C=CC=C3)C3=NC=CC=2C3=NC=CN2